C(C)(C)(C)OC(=O)N1CCC(CC1)(OCC)C=1C=NC(=CC1)Br 4-(6-bromopyridin-3-yl)-4-ethoxypiperidine-1-carboxylic acid tert-butyl ester